methyl (R)-(1-(5-(6-(3-cyanopyrrolo[1,2-b]pyridazin-7-yl)-4-(isopropylamino)pyridin-3-yl)-1,3,4-thiadiazole-2-carbonyl)pyrrolidin-3-yl)carbamate C(#N)C1=CC=2N(N=C1)C(=CC2)C2=CC(=C(C=N2)C2=NN=C(S2)C(=O)N2C[C@@H](CC2)NC(OC)=O)NC(C)C